FCC(S(=O)(=O)OCCOS(=O)(=O)C(CF)CF)CF ethylene glycol bis(2-fluoro-1-fluoromethylethanesulfonate)